ClC1=CC=C(C=C1)[C@@H]1CN(CC1)C(=O)C1=NOC(=C1)C1=C(C(=C(C(=C1)F)F)O)F (R)-(3-(4-chlorophenyl)pyrrolidin-1-yl)(5-(2,4,5-trifluoro-3-hydroxyphenyl)isoxazol-3-yl)methanone